ClC1=NC2=C(C(=C(C=C2C(=C1C(=O)OCC)Cl)Cl)C1=C(C(=CC=C1)C)C(F)(F)F)F ethyl 2,4,6-trichloro-8-fluoro-7-(3-methyl-2-(trifluoromethyl)phenyl)quinoline-3-carboxylate